N1C(=NC=C1)C=NN imidazolealdehyde hydrazone